(2R,3S)-3-((2-(6-chloro-3-methoxyquinolin-8-yl)-5-fluorobenzo[d]thiazol-6-yl)oxy)butan-2-yl (2-(2-hydroxyethoxy)pyrimidin-5-yl)carbamate OCCOC1=NC=C(C=N1)NC(O[C@H](C)[C@H](C)OC1=CC2=C(N=C(S2)C=2C=C(C=C3C=C(C=NC23)OC)Cl)C=C1F)=O